[N+](=O)([O-])C=1C(N(C(C1)=O)C1=C(C=C(C2=CC=CC=C12)C)C)=O 3-nitro-1-(2,4-dimethylnaphthalen-1-yl)-1H-pyrrole-2,5-dione